1,3,13-tetradecanetriol C(CC(CCCCCCCCCC(C)O)O)O